6-((((S)-1-(6-aminopyridin-3-yl)pyrrolidin-3-yl)((2-methoxypyridin-4-yl)methyl)amino)methyl)-9,10-difluoro-3-methyl-2H-[1,4]oxazino[2,3,4-ij]quinolin-7(3H)-one NC1=CC=C(C=N1)N1C[C@H](CC1)N(CC1=CC(=NC=C1)OC)CC1=CN2C3=C(C(=C(C=C3C1=O)F)F)OCC2C